CS(=O)(=O)C1=CC=C(C=C1)C1=C(N=C(S1)N)C1=CC=C(C=C1)C (4-(methylsulfonyl)phenyl)-4-(p-tolyl)thiazol-2-amine